1-allyl-2-(4-phenoxyphenyl)disulfane tert-butyl-4-((3-amino-5-bromopyridin-2-yl)amino)piperidine-1-carboxylate C(C)(C)(C)OC(=O)N1CCC(CC1)NC1=NC=C(C=C1N)Br.C(C=C)SSC1=CC=C(C=C1)OC1=CC=CC=C1